elaidyl pentadecylate C(CCCCCCCCCCCCCC)(=O)OCCCCCCCC\C=C\CCCCCCCC